trans-isopropyl N-[4-(5-bromo-4-fluoro-thiazol-2-yl) cyclohexyl]carbamate BrC1=C(N=C(S1)[C@@H]1CC[C@H](CC1)NC(OC(C)C)=O)F